6-(3-Chloro-4-methylphenyl)-4-oxo-3-(pentafluoroethyl)-4,5-dihydropyrazolo[1,5-a]pyrazine-2-carboxylic acid ClC=1C=C(C=CC1C)C=1NC(C=2N(C1)N=C(C2C(C(F)(F)F)(F)F)C(=O)O)=O